C(C=C)(=O)N1C[C@H](CCC1)C1=CC(=NC(=C1)Cl)C1=CC(=NC=N1)C(=O)NC (R)-6-(4-(1-acryloylpiperidin-3-yl)-6-chloropyridin-2-yl)-N-methylpyrimidine-4-carboxamide